octylcresol CCCCCCCCC1=C(C(=CC=C1)O)C